2-[4-(trifluoromethyl)triazol-2-yl]benzoic acid FC(C1=NN(N=C1)C1=C(C(=O)O)C=CC=C1)(F)F